CC1=C(C=2N(C=C1C#C[Si](C)(C)C)N=CN2)C 7,8-dimethyl-6-((trimethylsilyl)ethynyl)-[1,2,4]triazolo[1,5-a]pyridine